C1(=CC=CC=C1)C=1NC=C(N1)CN1CCCCC1 1-((2-phenyl-1H-imidazol-4-yl)methyl)piperidin